C(CCCCCCCCCCCCCCCCCCC)[C@]1(O)[C@H](O)[C@@H](O)[C@H](O)[C@H](O1)C(=O)O 1-eicosyl-β-D-glucuronic acid